C12CC(CC(CC1)C2)OC(C=C)=O acrylic acid 3-bicyclo[3.2.1]Octyl ester